O=C1N(C([C@@H]2[C@@H]3C=C[C@H]([C@H]12)C3)=O)C3=CC=C(C(=O)NC=1C=CC=C2C=CC=NC12)C=C3 4-[(3aR,4S,7R,7aS)-1,3,3a,4,7,7a-Hexahydro-1,3-dioxo-4,7-methano-2H-isoindol-2-yl]-N-8-quinolinylbenzamide